C1CC12CN(C2)C2=CC=C(C(=N2)C(F)F)CN2N=CC(=C2)C(=O)N[C@@H]2CCC=1C2=NNC1C 1-[(6-{5-azaspiro[2.3]hex-5-yl}-2-(difluoromethyl)pyridin-3-yl)methyl]-N-[(6R)-3-methyl-2H,4H,5H,6H-cyclopenta[c]pyrazol-6-yl]-1H-pyrazole-4-carboxamide